NNC(=N)C=1C=C(C=CC1F)NC(C1=C(C=C(C(=C1)Cl)Cl)OC1=C(C=C(C=C1)F)C)=O N-(3-Aminocarbamimidoyl-4-fluorophenyl)-4,5-dichloro-2-(4-fluoro-2-methylphenoxy)benzamide